1-tert-butyl 2-ethyl 5-fluoro-7-isobutyl-1H-indole-1,2-dicarboxylate FC=1C=C2C=C(N(C2=C(C1)CC(C)C)C(=O)OC(C)(C)C)C(=O)OCC